OCCNC1=NC=C(C2=CC=CC=C12)C(C)=O 1-(1-((2-Hydroxyethyl)amino)isoquinolin-4-yl)ethan-1-one